C(C1=CC=CC=C1)N1C(C(N(CC1)C(=O)OC(C)(C)C)C1=CC(=CC=C1)OCC1=CC=CC=C1)=O tert-butyl 4-benzyl-2-(3-(benzyloxy) phenyl)-3-oxopiperazine-1-carboxylate